2-(((S)-1-(2-((3S,5R)-4,4-difluoro-3,5-dimethylpiperidin-1-yl)-7-methyl-4-oxo-4H-pyrido[1,2-a]pyrimidin-9-yl)ethyl)amino)benzoic acid FC1([C@H](CN(C[C@H]1C)C=1N=C2N(C(C1)=O)C=C(C=C2[C@H](C)NC2=C(C(=O)O)C=CC=C2)C)C)F